ClC=1C=C(C=CC1F)NC(N([C@H](C)C1=CNC(C2=CC=CC=C12)=O)CC[C@H](C)O)=O 3-(3-chloro-4-fluorophenyl)-1-((S)-3-hydroxybutyl)-1-(1(R)-(1-oxo-1,2-dihydroisoquinolin-4-yl)ethyl)urea